ClC=1CCC=C(C1Cl)N1CCN(CC1)C(C1=C(C=CC=C1)O)C1=C(C(=NC=C1)F)C 2-((4-(5,6-dichloro-cyclohex-1,5-dien-1-yl)piperazin-1-yl)(2-fluoro-3-methylpyridin-4-yl)methyl)phenol